(3-aminophenyl)-5-(3-fluoro-4-((4-methylpyrimidin-2-yl)oxy)phenyl)-N-(1-methyl-1H-pyrazol-4-yl)pyrimidin-2-amine NC=1C=C(C=CC1)C1=NC(=NC=C1C1=CC(=C(C=C1)OC1=NC=CC(=N1)C)F)NC=1C=NN(C1)C